tert-butyl 4-[[4-[4-ethylsulfonyl-2-(1-methyl-6-oxo-3-pyridyl)phenoxy]phenoxy]methyl]piperidine-1-carboxylate C(C)S(=O)(=O)C1=CC(=C(OC2=CC=C(OCC3CCN(CC3)C(=O)OC(C)(C)C)C=C2)C=C1)C1=CN(C(C=C1)=O)C